5-(((((S)-1-oxo-1-propoxybutan-2-yl)amino)(phenoxy)phosphoryl)methyl)benzo[b]thiophene-2-carboxylic acid O=C([C@H](CC)NP(=O)(OC1=CC=CC=C1)CC1=CC2=C(SC(=C2)C(=O)O)C=C1)OCCC